2'-O-ribosyladenosine (phosphat) P(=O)(O)(O)OC[C@@H]1[C@H]([C@H]([C@@H](O1)N1C=NC=2C(N)=NC=NC12)OC1[C@H](O)[C@H](O)[C@H](O1)CO)O